6',8'-difluoro-N-[(2-methyl-1H-indol-5-yl)methyl]-4'-oxo-3',4'-dihydrospiro[azetidine-3,2'-[1]benzopyran]-1-carboxamide FC=1C=C(C2=C(C(CC3(O2)CN(C3)C(=O)NCC=3C=C2C=C(NC2=CC3)C)=O)C1)F